tert-Butyl (S)-3-(4-nitro-1,3-dioxoisoindolin-2-yl)piperidine-1-carboxylate [N+](=O)([O-])C1=C2C(N(C(C2=CC=C1)=O)[C@@H]1CN(CCC1)C(=O)OC(C)(C)C)=O